8-Cyclopentyl-N-(2-fluoro-5-(1-(4-fluorophenyl)-1H-pyrazol-4-yl)benzyl)-7H-purine-6-carboxamide C1(CCCC1)C1=NC2=NC=NC(=C2N1)C(=O)NCC1=C(C=CC(=C1)C=1C=NN(C1)C1=CC=C(C=C1)F)F